C1=CC=CC=2C3=CC=CC=C3C(C12)COC(=O)N[C@H](C(=O)OC)CC1=CC=C(C=C1)C(N(OC1OCCCC1)C)=O methyl (2S)-2-((((9H-fluoren-9-yl)methoxy)carbonyl)amino)-3-(4-(methyl((tetrahydro-2H-pyran-2-yl)oxy)carbamoyl)phenyl)propanoate